C(N)(=N)C1=CC=CO1 5-carbamimidoylfuran